4-[5-(3,5-dichloro-4-fluorophenyl)-4,5-dihydro-5-(trifluoromethyl)-3-isoxazolyl]-2,3-dihydrofuro[3,2-c]pyridine-7-carboxylic acid ClC=1C=C(C=C(C1F)Cl)C1(CC(=NO1)C1=NC=C(C2=C1CCO2)C(=O)O)C(F)(F)F